NC1=NC=C(C(=N1)N[C@@H]1CC[C@H](CC1)O)C1=CCN(CC1)C(=O)OC(C)(C)C tert-butyl 4-(2-amino-4-((trans-4-hydroxycyclohexyl) amino) pyrimidin-5-yl)-5,6-dihydropyridine-1(2H)-carboxylate